p-cyanobenzenemethanol C(#N)C1=CC=C(C=C1)CO